N-amidino-L-glutamic acid C(N)(=N)N[C@@H](CCC(=O)O)C(=O)O